C(C)OCC1(CCC(CC1)C1=C2N(N=C1CN(CCN(C(OC(C)(C)C)=O)C)C)CCC2)COCC tert-Butyl (2-(((3-(4,4-bis(ethoxymethyl)cyclohexyl)-5,6-dihydro-4H-pyrrolo[1,2-b]pyrazol-2-yl)methyl)(methyl) amino)ethyl)(methyl)carbamate